(S)-6-(1-(1-(4-acryloyl-3-(cyanomethyl)piperazine-1-carbonyl)piperidin-4-yl)-1H-pyrazol-4-yl)-4-methoxypyrazolo[1,5-a]pyridine-3-carbonitrile C(C=C)(=O)N1[C@H](CN(CC1)C(=O)N1CCC(CC1)N1N=CC(=C1)C=1C=C(C=2N(C1)N=CC2C#N)OC)CC#N